NC=1C=2N(C=CN1)C(=NC2C2=CC=C(C(=O)NC1=NC=CC=C1)C=C2)[C@H]2N(CCC2)CCOCCOCCNC2=C1CN(C(C1=CC=C2)=O)C2C(NC(CC2)=O)=O 4-(8-amino-3-((2S)-1-(2-(2-(2-((2-(2,6-dioxopiperidin-3-yl)-1-oxoisoIndoline-4-yl)amino)ethoxy)ethoxy)ethyl)pyrrolidin-2-yl)imidazo[1,5-a]pyrazin-1-yl)-N-(pyridine-2-yl)benzamide